methyl (1R,3S,6S,11aS,Z)-6-((tert-butoxycarbonyl)amino)-1-((tert-butyldimethylsilyl)oxy)-5-oxo-2,3,5,6,7,10,11,11a-octahydro-1H-pyrrolo[1,2-a]azonine-3-carboxylate C(C)(C)(C)OC(=O)N[C@H]1C\C=C/CC[C@@H]2N(C1=O)[C@@H](C[C@H]2O[Si](C)(C)C(C)(C)C)C(=O)OC